(2'S,6'R)-6-hydroxy-2',4',6'-trimethyl-2'-(((4-nitrobenzoyl)oxy)methyl)-7'-oxo-2',3',6',7'-tetrahydrospiro[cyclopropane-1,5'-inden]-3'-yl-4-nitrobenzoate OC1=CC(=CC=C1C(=O)OC[C@@]1(C=C2C([C@@H](C3(C(=C2C1OC(C1=CC=C(C=C1)[N+](=O)[O-])=O)C)CC3)C)=O)C)[N+](=O)[O-]